ClC1=C(C=CC=C1)CC(=O)NC=1C=C(C2=CN(N=C2C1)C1(CC1)C(C)C)S(N)(=O)=O 2-(2-chlorophenyl)-N-(2-(1-isopropylcyclopropyl)-4-sulfamoyl-2H-indazol-6-yl)acetamide